C(C)(=O)O[C@@H]1[C@H](COC2=CC(=CC=C12)F)Br (3S,4S)-3-bromo-7-fluorochroman-4-yl acetate